N-methoxy-1-(2-methoxyethyl)-N,2,5-trimethyl-1H-pyrrole-3-carboxamide CON(C(=O)C1=C(N(C(=C1)C)CCOC)C)C